C1(=CC=CC=C1)N1CCC(=CC1)C=1N=C(SC1)NC(OC(C)(C)C)=O tert-butyl (4-(1-phenyl-1,2,3,6-tetrahydropyridin-4-yl)thiazol-2-yl)carbamate